ClC1=CC(=C(C#N)C(=C1)C=1N(N=CC1)C)O 4-chloro-2-hydroxy-6-(2-methylpyrazol-3-yl)benzonitrile